NC(C(C)C)C1=CC2=C(NC(=N2)[C@@H](NC(=O)C2=CC=NN2C)C2CCC(CC2)(F)F)C=C1 N-((1S)-(5-(1-Amino-2-methylpropyl)-1H-benzo[d]imidazol-2-yl)(4,4-difluorocyclohexyl)methyl)-1-methyl-1H-pyrazole-5-carboxamide